NCC=1C=C(C=CC1)C=1C=CC2=C(C(=C(O2)C(C(F)(F)F)O)COC2=C(C=CC(=C2)OC)CC(=O)O)C1 2-(2-((5-(3-(aminomethyl)phenyl)-2-(2,2,2-trifluoro-1-hydroxyethyl)benzofuran-3-yl)methoxy)-4-methoxyphenyl)acetic acid